ClC=1C=C2C(=CC(NC2=C(C1C1=C(C=CC=C1OC)F)F)=O)N1[C@H](CNCC1)C 6-chloro-8-fluoro-7-(2-fluoro-6-methoxyphenyl)-4-((S)-2-methylpiperazin-1-yl)quinolone